N1=CC=CC=2CN(CCC12)C1=C(C=CCN1CC=1C=NC2=CC=CC=C2C1)C 6-(7,8-dihydro-5H-1,6-naphthyridin-6-yl)-5-methyl-N-(3-quinolylmethyl)pyridine